Cl.ClC1=C(C=C(C=C1)C=1C=C(C(=NC1)C(F)F)CCl)OC(F)F 5-(4-Chloro-3-(difluoromethoxy)phenyl)-3-(chloromethyl)-2-(difluoromethyl)pyridine hydrochloride